ethyl (6R)-6-[4-[3-[(Z)-3-(dimethylamino)-2-methyl-prop-2-enoyl]-2-pyridyl]piperazin-1-yl]-2-azaspiro[3.4]octane-2-carboxylate CN(\C=C(/C(=O)C=1C(=NC=CC1)N1CCN(CC1)[C@H]1CC2(CN(C2)C(=O)OCC)CC1)\C)C